trans-3-[(4-Fluorophenoxy)methyl]-4-methyl-2-[2-methyl-5-(2H-1,2,3-triazol-2-yl)-1,3-thiazol-4-carbonyl]-2-azabicyclo[3.1.1]heptan FC1=CC=C(OCC2N(C3CC(C2C)C3)C(=O)C=3N=C(SC3N3N=CC=N3)C)C=C1